[N].COC(=O)C1=CC=NC=C1 4-pyridinecarboxylic acid methyl ester nitrogen